6-((5-fluoro-4-methylpyridin-2-yl)amino)-4-((2-methoxy-3-(2-methyl-2H-tetrazol-5-yl)phenyl)amino)-2-methyl-1,2-dihydro-3H-pyrazolo[3,4-b]pyridin-3-one FC=1C(=CC(=NC1)NC1=CC(=C2C(=N1)NN(C2=O)C)NC2=C(C(=CC=C2)C=2N=NN(N2)C)OC)C